5-amino-N-((5-(2,6-difluorophenyl)pyridin-2-yl)methyl)-N-(1,3-dimethoxypropan-2-yl)-6-methyl-1H-pyrrolo[3,2-b]pyridine-2-carboxamide NC1=C(C=C2C(=N1)C=C(N2)C(=O)N(C(COC)COC)CC2=NC=C(C=C2)C2=C(C=CC=C2F)F)C